1-Benzyl-5-(4-fluorophenyl)-3-(((6-methoxypyridin-3-yl)seleno)methyl)-3,4-dimethyl-1H-pyrrol-2(3H)-one C(C1=CC=CC=C1)N1C(C(C(=C1C1=CC=C(C=C1)F)C)(C)C[Se]C=1C=NC(=CC1)OC)=O